OC1=C(CNC(OC(C)(C)C)=O)C=CC(=C1)C#C[Si](C)(C)C Tert-butyl (2-hydroxy-4-((trimethylsilyl)ethynyl)benzyl)carbamate